BrC=1C=CC2=C(CCOC2=O)C1 6-bromo-3,4-dihydro-2-benzopyran-1-one